OCC1CCN(CC1)C=1N=CC(=NC1)C(=O)NC1CCC(CC1)OC1=CC(=C(C=C1)C#N)Cl 5-[4-(hydroxymethyl)piperidin-1-yl]-N-[(1s,4s)-4-(3-chloro-4-cyanophenoxy)cyclohexyl]pyrazine-2-carboxamide